Dodecyl ((S)-(((2R,3S,5R)-5-(6-amino-2-fluoro-9H-purin-9-yl)-2-ethynyl-3-hydroxytetrahydrofuran-2-yl)methoxy)(phenoxy)phosphoryl)-L-phenylalaninate NC1=C2N=CN(C2=NC(=N1)F)[C@H]1C[C@@H]([C@@](O1)(C#C)CO[P@](=O)(OC1=CC=CC=C1)N[C@@H](CC1=CC=CC=C1)C(=O)OCCCCCCCCCCCC)O